N-((3R,4S)-4-((8-(azetidin-1-yl)-6-(2,6-dichloro-3,5-dimethoxyphenyl)pyrido[3,4-d]pyrimidin-2-yl)amino)tetra-hydrofuran-3-yl)acrylamide N1(CCC1)C1=NC(=CC2=C1N=C(N=C2)N[C@H]2[C@H](COC2)NC(C=C)=O)C2=C(C(=CC(=C2Cl)OC)OC)Cl